1,5-dibromo-2,4-bis(hexyloxy)benzene BrC1=C(C=C(C(=C1)Br)OCCCCCC)OCCCCCC